FC1(CN(CC[C@H]1NC1=NN2C(C(=N1)OC)=C(C=C2)C=2C=CC1=C(N(C(=N1)C)CCF)C2)C([2H])([2H])[2H])F (R)-N-(3,3-difluoro-1-(methyl-d3)piperidin-4-yl)-5-(1-(2-fluoroethyl)-2-methyl-1H-benzo[d]imidazol-6-yl)-4-methoxypyrrolo[2,1-f][1,2,4]triazin-2-amine